CC(C)(C1=NC=CC=C1)NC(=O)C=1C=2C[C@@H]3[C@H](C2N(N1)C1=C(C=C(C=C1)F)F)C3 (1aR,5aR)-2-(2,4-Difluoro-phenyl)-1a,2,5,5a-tetrahydro-1H-2,3-diaza-cyclopropa[a]pentalene-4-carboxylic acid (1-methyl-1-pyridin-2-yl-ethyl)-amide